N-(4-chlorophenyl)-4-{3-(4-chlorophenyl)-1-[2-(1-thiomorpholino)ethyl]ureido}-3-methylbenzamide ClC1=CC=C(C=C1)NC(C1=CC(=C(C=C1)N(C(=O)NC1=CC=C(C=C1)Cl)CCN1CCSCC1)C)=O